FC(C(=O)O)(F)F.FC(C1=CC=C(C=C1)/C=C/C1CNC1)(F)F 3-[(E)-2-[4-(trifluoromethyl)phenyl]ethenyl]azetidine 2,2,2-trifluoroacetate